[Cl-].C(=O)(O)C#CC1=CC=C(CN(CCC2=CC=C(C=C2)C[NH3+])C=2SC3=C(N2)C=CC=C3F)C=C1 (4-(2-((4-(carboxyethynyl)benzyl)(7-fluorobenzo[d]thiazol-2-yl)-amino)ethyl)phenyl)methanaminium chloride